4-(3,5-difluorophenoxy)pyridine-2,6-dicarboxylic acid dimethyl ester COC(=O)C1=NC(=CC(=C1)OC1=CC(=CC(=C1)F)F)C(=O)OC